OC1=C(\C=N\NC(=O)OCC2=CC=CC=C2)C=CC=C1 (E)-benzyl 2-(2-hydroxybenzylidene)hydrazinecarboxylate